[(1S,2S,3R,4S,6R)-4,6-diazido-3-[(2R,3R,6S)-3-azido-6-[1-(benzyloxycarbonylamino)cyclopropyl]tetrahydropyran-2-yl]oxy-2-hydroxy-cyclohexyl]acetate N(=[N+]=[N-])[C@@H]1[C@H]([C@H]([C@H]([C@@H](C1)N=[N+]=[N-])CC(=O)[O-])O)O[C@H]1O[C@@H](CC[C@H]1N=[N+]=[N-])C1(CC1)NC(=O)OCC1=CC=CC=C1